CN(C1=CC=C2C=C(NC2=C1)C(=O)NCC1=CC=C(C(=O)NN(C(=O)OC(C)(C)C)CCC)C=C1)C tert-butyl 2-(4-((6-(dimethylamino)-1H-indole-2-carboxamido) methyl) benzoyl)-1-propylhydrazine-1-carboxylate